3-(tert-butyl)-N-(2-nitro-4-(4,4,5,5-tetramethyl-1,3,2-dioxaborolan-2-yl)benzyl)-1,2,4-oxadiazole-5-carboxamide C(C)(C)(C)C1=NOC(=N1)C(=O)NCC1=C(C=C(C=C1)B1OC(C(O1)(C)C)(C)C)[N+](=O)[O-]